ClC1=CC=C(C=C1)C1(CNCC1)NS(=O)(=NC)C1=CC=C(C=C1)OC(F)(F)F N-(3-(4-chlorophenyl)pyrrolidin-3-yl)-N'-methyl-4-(trifluoromethoxy)benzene-sulfonimidamide